NCC=1N=C2N(C=C(C=C2N2C(OCC2)=O)C2CC2)C1 3-(2-(aminomethyl)-6-cyclopropylimidazo[1,2-a]pyridin-8-yl)oxazolidin-2-one